Aminopropyltrimethoxysilane NCCC[Si](OC)(OC)OC